2-{[(4-fluorophenyl)cyclobutyl]amino}pyrimidine-4-carboxamide FC1=CC=C(C=C1)C1(CCC1)NC1=NC=CC(=N1)C(=O)N